3-[[1-(Difluoromethyl)-6-oxo-3-pyridyl]amino]-5-(methylamino)-6-(3-methylimidazo[4,5-c]pyridin-7-yl)pyrazin-2-carboxamid FC(N1C=C(C=CC1=O)NC=1C(=NC(=C(N1)NC)C=1C2=C(C=NC1)N(C=N2)C)C(=O)N)F